CC1=C(C=C(C=C1)CN1CCCCC1)NC(C1=CC=C(C=C1)NC1=NC=C(C(=N1)C1=CC=C(C=C1)C(F)(F)F)SC)=O N-(2-Methyl-5-piperidin-1-ylmethyl-phenyl)-4-[5-methylsulfanyl-4-(4-trifluoromethyl-phenyl)-pyrimidin-2-ylamino]-benzamid